heptanal-diethylacetal C(C)OC(CCCCCC)OCC